C(C)(=O)NC=1C=C(C=CC1)C=1C=C(C=CC1)CN1C(C(=C(C2=CC=CC=C12)C(=O)OCC)OC)=O ethyl 1-({3-[3-(acetylamino)phenyl]phenyl}methyl)-3-methoxy-2-oxoquinoline-4-carboxylate